OC1CCC(CC1)N1N=CC(=C1)NC1=NC=C(C(=N1)C1=CC=C(C(=O)O)C=C1)C 4-(2-((1-(4-Hydroxycyclohexyl)-1H-pyrazol-4-yl)amino)-5-methylpyrimidin-4-yl)benzoic Acid